OC[C@H]1CN(C)[C@@H]2CC3=CNC4=CC=CC(C2=C1)=C34 (+)-Lysergol